C(C)(C)(C)OC(=O)N[C@H](C(=O)N[C@H](C(=O)N[C@H](C(=O)OC)C[C@H]1C(NCCC1)=O)CC(C)C)CC1=CC=C(C=C1)F methyl (2S)-2-[[(2S)-2-[[(2S)-2-(tert-butoxycarbonylamino)-3-(4-fluorophenyl) propanoyl]amino]-4-methyl-pentanoyl] amino]-3-[(3S)-2-oxo-3-piperidyl]propanoate